CON=C([C@](O)([C@@](O)([C@](O)(CO)[Si](C)(C)C)[Si](C)(C)C)[Si](C)(C)C)[Si](C)(C)C Tetrakis(trimethylsilyl)xylose-methyloxime